BrC1=CC(=C(S1)C(=O)OC)Cl methyl 5-bromo-3-chlorothiophene-2-carboxylate